(2R,3R,4R,5S)-1-(5-((3R,5R,7R)-adamantan-1-ylmethoxy)pentyl)-2-(hydroxymethyl)piperidine-3,4,5-triol C12(CC3CC(CC(C1)C3)C2)COCCCCCN2[C@@H]([C@H]([C@@H]([C@H](C2)O)O)O)CO